zinc pyrrolide [N-]1C=CC=C1.[Zn+2].[N-]1C=CC=C1